C(#N)C(=CC=1C=CC(=C(OCCC(=O)N[C@@H](CC2=CC=CC=C2)B(O)O)C1)F)C(=O)N(C)C (R)-(1-(3-(5-(2-cyano-3-(dimethylamino)-3-oxoprop-1-en-1-yl)-2-fluorophenoxy)propanamido)-2-phenylethyl)boronic acid